C(#N)C1(CC=C(C=C1)C1=CC=C(C=C1)C1=CC=CC=C1)CCCCC 4-cyano-4-n-pentyl-p-terphenyl